tetrahydrospiro[indene-1,4'-pyran] O1CCC2(CC1)C=CC1=CC=CC=C12